trimethylsilyl-[hexamethyldisilazane] C[Si](C)(C)N([Si](C)(C)C)[Si](C)(C)C